(6R,8aS)-6-(8-amino-1-{4-[(1R)-1-(3-cyclopropylphenyl)-1-hydroxyethyl]-3-methoxyphenyl}imidazo[1,5-a]pyrazin-3-yl)hexahydroindolizin-3(2H)-one NC=1C=2N(C=CN1)C(=NC2C2=CC(=C(C=C2)[C@](C)(O)C2=CC(=CC=C2)C2CC2)OC)[C@H]2CN1C(CC[C@@H]1CC2)=O